CC(C=CC(=O)O)C 4-methyl-2-pentenoic acid